2-(2-methyl-5-(pyridin-4-ylamino)phenyl)-5-(pyridin-4-ylamino)isoindolin-1-one CC1=C(C=C(C=C1)NC1=CC=NC=C1)N1C(C2=CC=C(C=C2C1)NC1=CC=NC=C1)=O